ethyl (2,2,2-trifluoroethyl) (2,2,2-trifluoroethyl)phosphonate FC(CP(OCC)(OCC(F)(F)F)=O)(F)F